C(C)(C)C1=C(C=CC=C1)[C@H]1N(CCC1)C1CC2(C1)CCN(CC2)C=2C=CC(=NC2)C(=O)N 5-(2-((S)-2-(2-isopropylphenyl)pyrrolidin-1-yl)-7-azaspiro[3.5]nonan-7-yl)pyridineamide